C(C)(C)(C)OC(N(C)CCCN)=O.OC(C(=O)C1=CC=CC=C1)C1=CC=CC=C1 2-Hydroxy-1,2-Diphenyl-Ethanone tert-butyl-N-(3-aminopropyl)-N-methyl-carbamate